ClC1=NC2=C(N1CC1=NC=C(C#N)C=C1)C=C(C=C2Cl)Cl 6-((2,4,6-trichloro-1H-benzo[d]imidazol-1-yl)methyl)nicotinonitrile